C(C1=CC=CC=C1)OCCNC1=CC(=CC(=N1)N1C(C2=CC=CC(=C2C1)C(F)(F)F)=O)[C@@H](CC1=NN=CN1C)C (R)-2-(6-(2-(benzyloxy)ethylamino)-4-(1-(4-methyl-4H-1,2,4-triazol-3-yl)propan-2-yl)pyridin-2-yl)-4-(trifluoromethyl)isoindolin-1-one